5'-O-[bis(4-methoxyphenyl)phenylmethyl]-2'-O-methyl-uridine COC1=CC=C(C=C1)C(OC[C@@H]1[C@H]([C@H]([C@@H](O1)N1C(=O)NC(=O)C=C1)OC)O)(C1=CC=CC=C1)C1=CC=C(C=C1)OC